C(C)(C)(C)OC(=O)N1CC(C(C1)=O)(C)C 3,3-dimethyl-4-oxopyrrolidine-1-carboxylic acid tert-butyl ester